2-(tetrahydro-2H-pyran-2-yl)-4,5-dihydro-2H-furo[3,2-g]indazole O1C(CCCC1)N1N=C2C3=C(CCC2=C1)C=CO3